O.N1=C(C=CC(=C1)B(O)O)C 2-PICOLINE-5-BORONIC ACID HYDRATE